N-methyl-3-aminopropionamide CNC(CCN)=O